4,6-diamino-s-triazine NC1=NC=NC(=N1)N